2-[(4S)-4-amino-2-[tert-butyl(dimethyl)silyl]oxy-pentyl]-6-bromo-7-fluoro-isoquinolin-1-one N[C@H](CC(CN1C(C2=CC(=C(C=C2C=C1)Br)F)=O)O[Si](C)(C)C(C)(C)C)C